dimethyl-δ-valerolactone CC1(C(=O)OCCC1)C